Cl.NC[C@H]1NC([C@H](S(CC1)(=O)=O)C1=CC(=CC=C1)C1=CC=C(C=C1)Cl)=O (2R,5S)-5-(aminomethyl)-2-[3-(4-chlorophenyl)phenyl]-1,1-dioxo-1,4-thiazepan-3-one hydrochloride